5-ethyl-7,8,11-trimethyl-pentadecane C(C)C(CCCC)CC(C(CCC(CCCC)C)C)C